2-Octyl-1-dodecanol C(CCCCCCC)C(CO)CCCCCCCCCC